ClC=1C=C2C(C(=CN(C2=CC1N1[C@H](CCC1)COC1=NC=CC=C1Cl)C1=CN=C2C(=N1)NC=C2)C(=O)O)=O (R)-6-chloro-7-(2-(((3-chloropyridin-2-yl)oxy)methyl)pyrrolidin-1-yl)-4-oxo-1-(5H-pyrrolo[2,3-b]pyrazin-3-yl)-1,4-dihydroquinoline-3-carboxylic acid